Cl.ClCCN1CCOCC1 4-(2'-chloroethyl)morpholine hydrochloride